3-(1-propylindol-3-yl)-4-azaphthalide C(CC)N1C=C(C2=CC=CC=C12)C1OC(=O)C2=CC=CN=C12